FC=1C=C2C(=CNC2=CC1)NC(=O)C1=CN(C2=CC(=CC=C12)C(F)(F)F)C1CN(C1)C N-(5-fluoro-1H-indol-3-yl)-1-(1-methylazetidin-3-yl)-6-(trifluoromethyl)indole-3-carboxamide